C(C)(C)(C)OC(=O)N1CCC2=C(CC13CC3)C=CC(=C2)N 7-amino-4,5-dihydrospiro[benzo[d]azepin-2,1'-cyclopropane]-3(1H)-carboxylic acid tert-butyl ester